N1(N=NC2=C1C=CC=C2)C(=O)C2=C(C=CC=C2)C (1H-benzo[d][1,2,3]triazol-1-yl)(o-tolyl)methanone